C(CC)C(C=O)=C 2-Propyl-acrolein